2,3,6-trimethoxyphenol COC1=C(C(=CC=C1OC)OC)O